4-[2-(furan-2-yl)-6-(4-nitrophenyl)pyridin-4-yl]benzamide O1C(=CC=C1)C1=NC(=CC(=C1)C1=CC=C(C(=O)N)C=C1)C1=CC=C(C=C1)[N+](=O)[O-]